C(NC1=CC=CC=C1)([2H])([2H])[2H] N-(methyl-d3)aniline